ClC1=NC=C(C(=C1)C1=C(C=NC(=C1)C)C(=O)NC=1SC2=C(N1)CN(C2)C(C2=NC(=C(C=C2C)OC(F)(F)F)C)=O)OC 2'-chloro-N-(5-(3,6-dimethyl-5-(trifluoromethoxy)picolinoyl)-5,6-dihydro-4H-pyrrolo[3,4-d]thiazol-2-yl)-5'-methoxy-6-methyl-[4,4'-bipyridine]-3-carboxamide